ClC1=C(C=CC=C1)CC(=O)NC1=CC(=C(C=C1)COC1=CC=C(C=C1)C)S(N)(=O)=O 2-(2-chlorophenyl)-N-(3-sulfamoyl-4-((p-tolyloxy)methyl)phenyl)acetamide